tert-butyl (3aR,6aS)-tetrahydro-5H-[1,3,2]dioxathiolo[4,5-c]pyrrole-5-carboxylate 2-oxide O1S(O[C@H]2[C@@H]1CN(C2)C(=O)OC(C)(C)C)=O